(1-(5-methylpyridin-2-yl)piperidin-4-yl)(5-phenyl-4,5-dihydro-1H-pyrazol-1-yl)methanone CC=1C=CC(=NC1)N1CCC(CC1)C(=O)N1N=CCC1C1=CC=CC=C1